FC(C(=O)O)(F)F.FC(C(=O)O)(F)F.N1(CCC1)C(=O)N azetidine-1-carboxamide ditrifluoroacetate